[P](=O)=O.[Fe].[Co] cobalt iron phosphorus dioxide